tert-butyl methyl(2-((6-(1-methyl-1H-pyrazol-4-yl)pyrazolo[1,5-a]pyridin-3-yl)amino)ethyl)carbamate CN(C(OC(C)(C)C)=O)CCNC=1C=NN2C1C=CC(=C2)C=2C=NN(C2)C